5-(4-cyano-5-(trifluoromethyl)-1H-pyrazol-1-yl)-1-methoxyisoquinoline C(#N)C=1C=NN(C1C(F)(F)F)C1=C2C=CN=C(C2=CC=C1)OC